(3,3-Difluorocyclobutyl)hydrazine hydrochloride Cl.FC1(CC(C1)NN)F